4-(2-aminoethyl)-N-(2-(2-methoxyethoxy)ethyl)aniline NCCC1=CC=C(NCCOCCOC)C=C1